8-((3-formylpyridin-2-yloxy)methyl)imidazo[1,2-a]pyridine-6-carboxamide C(=O)C=1C(=NC=CC1)OCC=1C=2N(C=C(C1)C(=O)N)C=CN2